NC=1C=2N(C=CN1)C(=NC2C2=CC=C(C(=O)NC1=NC=CC=C1)C=C2)[C@H]2N(CCC2)C(CCC2=CC=C(C=C2)CCSC2=C1CN(C(C1=CC=C2)=O)C2C(NC(CC2)=O)=O)=O 4-(8-amino-3-((2S)-1-(3-(4-(2-((2-(2,6-dioxopiperidin-3-yl)-1-oxoisoIndoline-4-yl)thio)ethyl)phenyl)propionyl)pyrrolidin-2-yl)imidazo[1,5-a]pyrazin-1-yl)-N-(pyridine-2-yl)benzamide